NC=1C2=C(N=C(N1)Cl)N(C=C2C2=NN(C=C2)CC2=CC=CC=C2)[C@H]2[C@@H]([C@@H]([C@H](C2)C2CCNCC2)O)O (1R,2S,3R,5R)-3-(4-amino-5-(1-benzyl-1H-pyrazol-3-yl)-2-chloro-7H-pyrrolo[2,3-d]pyrimidin-7-yl)-5-(piperidin-4-yl)cyclopentane-1,2-diol